(S)-5-chloro-4-((1-(5-(difluoromethoxy)-2-fluorophenyl)ethyl)amino)-2-fluoro-N-(thiazol-4-yl)benzenesulfonamide ClC=1C(=CC(=C(C1)S(=O)(=O)NC=1N=CSC1)F)N[C@@H](C)C1=C(C=CC(=C1)OC(F)F)F